3-{5-fluoro-3-[(3-fluoro-5-methanesulfonylphenyl)methoxy]pyridin-2-yl}-1,2-thiazole-5-carboxylic acid FC=1C=C(C(=NC1)C1=NSC(=C1)C(=O)O)OCC1=CC(=CC(=C1)S(=O)(=O)C)F